NCCOCCOCCOCCNC(OC(C)(C)C)=O tert-butyl (2-(2-(2-(2-aminoethoxy) ethoxy)ethoxy)ethyl)carbamate